C(C)(C)(C)OC(=O)NCCCCCCN1N=C(C2=CC=C(C=C12)C(=O)OC)C methyl 1-(6-((tert-butoxycarbonyl)amino)hexyl)-3-methyl-1H-indazole-6-carboxylate